C(#N)C=1C=C2C(=NC1)N(C=C2)C2=NC=C(C(=O)NC[C@H](C(C)(C)O)F)C(=C2)NC2=CC=C(C=C2)C2=NN=NN2CC (R)-6-(5-cyano-1H-pyrrolo[2,3-b]pyridin-1-yl)-4-((4-(1-ethyl-1H-tetrazol-5-yl)phenyl)amino)-N-(2-fluoro-3-hydroxy-3-methylbutyl)nicotinamide